4-methyl-3,4-dihydro-2H-benzo[b][1,4]oxazin-6-ol CN1C2=C(OCC1)C=CC(=C2)O